CC(C(=O)N[C@@H]1CNC[C@H]1C=1C=NC(=CC1)C)(COC1=NC=CC=C1C(F)(F)F)C trans-2,2-dimethyl-N-(4-(6-methylpyridin-3-yl)pyrrolidin-3-yl)-3-((3-(trifluoromethyl)pyridin-2-yl)oxy)propanamide